tert-butyl (1R,5S)-8-[3-[(1-benzyloxycarbonyl-4-piperidyl)amino]phenyl]-3,8-diazabicyclo[3.2.1]octane-3-carboxylate C(C1=CC=CC=C1)OC(=O)N1CCC(CC1)NC=1C=C(C=CC1)N1[C@H]2CN(C[C@@H]1CC2)C(=O)OC(C)(C)C